ClC=1C=CC(=C(CN(C(CC2=CSC=C2)=O)CCC2=CC=C(C=C2)S(NCC#C)(=O)=O)C1)OCCC N-(5-chloro-2-propoxybenzyl)-N-(4-(N-(prop-2-yn-1-yl)sulfamoyl)phenethyl)-2-(thiophen-3-yl)acetamide